2-[2-(Furan-2-yl)vinyl]-4,6-bis(trichloromethyl)-1,3,5-triazine O1C(=CC=C1)C=CC1=NC(=NC(=N1)C(Cl)(Cl)Cl)C(Cl)(Cl)Cl